N-(4-(5-chloropyridin-3-yl)-3-(trifluoromethyl)phenyl)-2-(2-(cyclopropanesulfonamido)thiazol-4-yl)-2-methylpropanamide ClC=1C=C(C=NC1)C1=C(C=C(C=C1)NC(C(C)(C)C=1N=C(SC1)NS(=O)(=O)C1CC1)=O)C(F)(F)F